6-isopropyl-N-methyl-5-(8-methyl-[1,2,4]triazolo[1,5-a]pyridin-6-yl)-N-(4-piperidyl)-4H-thieno[3,2-b]pyrrole-2-carboxamide C(C)(C)C=1C2=C(NC1C=1C=C(C=3N(C1)N=CN3)C)C=C(S2)C(=O)N(C2CCNCC2)C